ClC=1N=CC2=C(N1)C1(OC2=O)COCC1 chloro-4,5-dihydro-2H,5'H-spiro[furan-3,7'-furo[3,4-d]pyrimidin]-5'-one